(6S,9S)-8-((2-aminobenzo[d]thiazole-4-yl)methyl)-N-benzyl-6-(4-hydroxybenzyl)-2,9-dimethyl-4,7-dioxoOctahydro-1H-pyrazino[2,1-c][1,2,4]triazine-1-carboxamide NC=1SC2=C(N1)C(=CC=C2)CN2[C@H](C1N(N(CC(N1[C@H](C2=O)CC2=CC=C(C=C2)O)=O)C)C(=O)NCC2=CC=CC=C2)C